2-(3-fluoroazetidin-1-yl)ethyl (4-cyclobutyl-3-(3,3-difluorocyclobutyl)-1-methyl-1H-pyrazol-5-yl)carbamate C1(CCC1)C=1C(=NN(C1NC(OCCN1CC(C1)F)=O)C)C1CC(C1)(F)F